C(#N)OC1=CC=C(C=C1)C1=C(C(=O)O)C=CC(=C1)OC#N.C(#N)OC1=CC=C(C(=O)OC2=CC=C(C=C2)OC#N)C=C1 4-Cyanooxyphenyl 4-Cyanooxybenzoate (4-Cyanooxyphenyl-4-Cyanooxybenzoate)